imidazol-1-yl(2-pyridyl)methanone N1(C=NC=C1)C(=O)C1=NC=CC=C1